FC(/C(=C(/C(F)(F)F)\C)/F)(F)F (Z)-1,1,1,2,4,4,4-heptafluoro-3-methyl-but-2-ene